ClC1=CC=C(C(=N1)C(=O)NS(=O)(=O)C)N[C@H](C)C=1C=C(C=C2C(N(C(=NC12)N1CCC(CC1)C1=NC=C(N=C1)C)C)=O)C (R)-6-chloro-3-((1-(3,6-dimethyl-2-(4-(5-methylpyrazin-2-yl)piperidin-1-yl)-4-oxo-3,4-dihydroquinazolin-8-yl)ethyl)amino)-N-(methylsulfonyl)picolinamide